ClC=1C=CC=C2C=CC(=NC12)N(C1C(C(C(C(O1)C(=O)O)O)O)O)C1=CC2=C(OCCO2)C=C1 6-((8-chloroquinolin-2-yl)(2,3-dihydrobenzo[b][1,4]dioxin-6-yl)amino)-3,4,5-trihydroxytetrahydro-2H-pyran-2-carboxylic acid